5-chloro-N4-(4-methylbenzyl)-N2-(5-(4-methylpiperazin-1-yl)pyridin-2-yl)pyrimidine-2,4-diamine ClC=1C(=NC(=NC1)NC1=NC=C(C=C1)N1CCN(CC1)C)NCC1=CC=C(C=C1)C